C(C)/C(/C(=O)O)=C\C=C/CCCCC.C(C=CC=CCCCCC)(=O)OCC ethyl decadienoate ((2E,4Z)-ethyl deca-2,4-dienoate)